FC1=C(C=CC(=C1)B1OC(C(O1)(C)C)(C)C)NC(=O)NC1=CC(=NN1C1=CC=CC=C1)C1(CC1)C(F)(F)F 1-(2-Fluoro-4-(4,4,5,5-tetramethyl-1,3,2-dioxaborolan-2-yl)phenyl)-3-(1-phenyl-3-(1-(trifluoromethyl)cyclopropyl)-1H-pyrazol-5-yl)urea